C12CCC=CCCC2C1CO exo-bicyclo[6.1.0]non-4-ene-9-ylmethanol